3-(tert-Butyldithio)-N-(4-vinylphenyl)propanamide C(C)(C)(C)SSCCC(=O)NC1=CC=C(C=C1)C=C